C(#N)C=1C=NN2C1C(=CC(=C2)C=2C=NN(C2)C2CCN(CC2)C(=O)OC(C)(C)C)OC tert-Butyl 4-(4-[3-cyano-4-methoxypyrazolo[1,5-a]pyridin-6-yl]pyrazol-1-yl)piperidine-1-carboxylate